molybdenum silicon manganese [Mn].[Si].[Mo]